OCC1=C2C(=NN(C2=CC=C1)C1=CC=C(C=C1)S(F)(F)(F)(F)F)C#N 4-(hydroxymethyl)-1-(4-(pentafluoro-λ6-sulfaneyl)phenyl)-1H-indazole-3-carbonitrile